3-(2-fluoro-[1,1'-biphenyl]-4-yl)propionic acid FC1=C(C=CC(=C1)CCC(=O)O)C1=CC=CC=C1